3,7,11-trimethyldodecyne CC(C#C)CCCC(CCCC(C)C)C